(S)-4-methyl-2-(4-methylphenyl-sulphonyl)-N-(4-p-tolylthiazol-2-yl)pentanamide CC(C[C@@H](C(=O)NC=1SC=C(N1)C1=CC=C(C=C1)C)S(=O)(=O)C1=CC=C(C=C1)C)C